BrC=1SC(=CN1)C 2-Bromo-5-methyl-1,3-thiazole